N-[1-(4-chloroanilino)-1-oxopropan-2-yl]oxy-3,5-bis(trifluoromethyl)benzamide ClC1=CC=C(NC(C(C)ONC(C2=CC(=CC(=C2)C(F)(F)F)C(F)(F)F)=O)=O)C=C1